(S)-N-(4-(4-(4-propenoyl-2-methylpiperazin-1-yl)-6-fluoro-1-(2-isopropyl-6-methylphenyl)-2-oxo-1,2-dihydropyrido[2,3-d]pyrimidin-7-yl)-3-fluorophenyl)-3-(2-methoxyethoxy)propanamide C(C=C)(=O)N1C[C@@H](N(CC1)C=1C2=C(N(C(N1)=O)C1=C(C=CC=C1C)C(C)C)N=C(C(=C2)F)C2=C(C=C(C=C2)NC(CCOCCOC)=O)F)C